1,3,5-Tris(trichloromethyl)-2,4,6-triethylbenzene ClC(C1=C(C(=C(C(=C1CC)C(Cl)(Cl)Cl)CC)C(Cl)(Cl)Cl)CC)(Cl)Cl